C(C)C(COCCO)CCCC 2-(2-Ethylhexoxy)ethanol